1-(2-chlorophenyl methyl)-5-phenylpyrazole-3-carboxylate ClC1=C(C=CC=C1)CN1N=C(C=C1C1=CC=CC=C1)C(=O)[O-]